OC1(CC1)C1=NNC(=N1)C1CC2(CN(C2)C(=O)N2CC3(C2)CCC(CC3)S(=O)(=O)C3=CC=C(C=C3)C(F)(F)F)C1 [6-[3-(1-hydroxycyclopropyl)-1H-1,2,4-triazol-5-yl]-2-azaspiro[3.3]heptan-2-yl]-[7-[4-(trifluoromethyl)phenyl]sulfonyl-2-azaspiro[3.5]nonan-2-yl]methanone